BrCCCCCC[N+]1=CC=CC=C1 Bromohexylpyridinium